ClC1=CC(=C(N=N1)C(=O)NC([2H])([2H])[2H])NC1=C2N(CC=3N(C2=CC=C1)N=C(N3)C)C 6-chloro-4-((2,5-dimethyl-4,5-dihydro-[1,2,4]triazolo[1,5-a]quinoxalin-6-yl)amino)-N-(methyl-d3)pyridazine-3-carboxamide